(S)-3-(benzyloxy)-1-(9-fluoro-2,3,4,5-tetrahydro-1H-benzo[b]azepin-3-yl)-4-oxo-5-((2,4,6-trifluorobenzyl)carbamoyl)-1,4-dihydropyridine-2-carboxylic acid C(C1=CC=CC=C1)OC1=C(N(C=C(C1=O)C(NCC1=C(C=C(C=C1F)F)F)=O)[C@H]1CCC2=C(NC1)C(=CC=C2)F)C(=O)O